N-(1-(difluoromethyl)-1H-tetrazol-5-yl)-2-((1-methyl-1H-tetrazol-5-yl)methoxy)-6-(trifluoromethyl)nicotinamide FC(N1N=NN=C1NC(C1=C(N=C(C=C1)C(F)(F)F)OCC1=NN=NN1C)=O)F